N-(5-cyano-4-((2-methoxyethyl)amino)pyridin-2-yl)-5-formyl-6-(2-methoxyphenyl)-1-Methyl-1H-pyrrolo[3,2-b]pyridine-3-carboxamide C(#N)C=1C(=CC(=NC1)NC(=O)C1=CN(C=2C1=NC(=C(C2)C2=C(C=CC=C2)OC)C=O)C)NCCOC